C(C)OC1=C(OCC2CN(CCO2)C(=O)OCC)C=CC=C1 ethyl (-)-2-[(o-ethoxyphenoxy)methyl]-4-morpholinecarboxylate